5-methyl-2-((4-(pyridin-3-yloxy)-benzoyl)glycyl)-2-azabicyclo[3.1.0]hexane-3-carboxamide CC12CC(N(C2C1)C(CNC(C1=CC=C(C=C1)OC=1C=NC=CC1)=O)=O)C(=O)N